6-ethyl-octanone tert-butyl-3-((1-(trifluoromethyl)cyclopropyl)carbamoyl)-6,7-dihydropyrazolo[1,5-a]pyrazine-5(4H)-carboxylate C(C)(C)(C)OC(=O)N1CC=2N(CC1)N=CC2C(NC2(CC2)C(F)(F)F)=O.C(C)C(CCCC(C)=O)CC